ClC1=CC2=C(N=CN(C2=O)CC2(CCN(CC2)C(C2=CC=C(C=C2)Cl)=O)O)N1C1=CC=C(C=C1)[C@@H]1N([C@@H](COC1)C)C(=O)OC(C)(C)C tert-butyl (3S,5R)-3-(4-(6-chloro-3-((1-(4-chlorobenzoyl)-4-hydroxypiperidin-4-yl)methyl)-4-oxo-3,4-dihydro-7H-pyrrolo[2,3-d]pyrimidin-7-yl)phenyl)-5-methylmorpholine-4-carboxylate